6-(1,2-dihydroxy-ethyl)-2-oxo-2-phenyl-2λ*5*-[1,2]oxaphosphinane-4,5-diol OC(CO)C1C(C(CP(O1)(C1=CC=CC=C1)=O)O)O